(S)-N-(1-(thien-2-yl)ethyl)-amide S1C(=CC=C1)[C@H](C)[NH-]